FC1([C@@H](CN2C(N(C=C21)C2=NOC1=C2C(=C(C(=C1)C)F)C1=C(C=C(C=C1F)F)F)=O)NS(=O)(=O)CC)F N-{(6R)-7,7-difluoro-2-[5-fluoro-6-methyl-4-(2,4,6-trifluorophenyl)-1,2-benzoxazol-3-yl]-3-oxo-2,5,6,7-tetrahydro-3H-pyrrolo[1,2-c]imidazol-6-yl}ethanesulfonamide